C(C)(C)(C)C=1C=C(C[C@H](N)C(=O)O)C=CC1O 3-tert-butyl-tyrosine